2-amino-3-methyl-5-(5-fluoropyridin-3-yl)pyrazine NC1=NC=C(N=C1C)C=1C=NC=C(C1)F